trans-3-fluoro-5-((S)-2-(4-((3-methyl-1H-indazol-1-yl)methyl)cyclohexane-1-carbonyl)isoxazolidin-3-yl)benzonitrile FC=1C=C(C#N)C=C(C1)[C@H]1N(OCC1)C(=O)[C@@H]1CC[C@H](CC1)CN1N=C(C2=CC=CC=C12)C